O1C(OCOC1)OC=O TrioxanOxymethylenether